N[C@@H](CO)C(=O)N[C@@H](CC1=CC=CC=C1)C(=O)O Serylphenylalanine